[(R)-3-Methyl-4-(6-nitro-pyridin-3-yl)-piperazin-1-yl]-(4'-trifluoromethyl-biphenyl-4-yl)-methanone C[C@@H]1CN(CCN1C=1C=NC(=CC1)[N+](=O)[O-])C(=O)C1=CC=C(C=C1)C1=CC=C(C=C1)C(F)(F)F